C1=CC=CC=2C3=CC=CC=C3C(C12)COC(=O)N[C@H](C(=O)OC(C)(C)C)CC(=O)NC1=CC(=CC=C1)[C@H](CCC1=CC(=C(C=C1)OC)OC)O (S)-tert-butyl 2-(((9H-fluoren-9-yl) methoxy) carbonylamino)-4-(3-((S)-3-(3,4-dimethoxyphenyl)-1-hydroxypropyl) phenylamino)-4-oxobutanoate